ClC=1C=C(C=C(C1C(C)C)OC)B(O)O (3-Chloro-4-isopropyl-5-methoxyphenyl)boronic acid